N-{2-[(3S,4R)-3-fluoro-4-(methylamino)piperidin-1-yl]pyrimidin-4-yl}-8-[(2R,3S)-3-(methanesulfonylmeth-yl)-2-methylazetidin-1-yl]-5-(propan-2-yl)isoquinolin-3-amine F[C@H]1CN(CC[C@H]1NC)C1=NC=CC(=N1)NC=1N=CC2=C(C=CC(=C2C1)C(C)C)N1[C@@H]([C@H](C1)CS(=O)(=O)C)C